Tert-butyl-dimethyl-[(E)-3-pyrazin-2-ylallyloxy]Silane C(C)(C)(C)[Si](OC\C=C\C1=NC=CN=C1)(C)C